C(C)OC(CN1C[C@H]([C@H](CC1)NC1=NN2C(C=NC(=C2OC(C)C)C=2C=NNC2)=N1)C)OCC N-[(3R,4S)-1-(2,2-diethoxyethyl)-3-methyl-4-piperidyl]-5-isopropoxy-6-(1H-pyrazol-4-yl)-[1,2,4]triazolo[1,5-a]pyrazin-2-amine